ClC=1C=C(COC2=CC=C3CCN(CC3=C2)C(=O)OC(C)(C)C)C=CC1 Tert-butyl 7-((3-chlorobenzyl) oxy)-3,4-dihydroisoquinoline-2(1H)-carboxylate